CC1(CN(C1)CC(=O)NC=1C=C(C(=NC1)C)NC(=O)C=1C=NN2C1SC(=C2)C=2SC(=CC2)CO)C N-(5-(2-(3,3-dimethylazetidin-1-yl)acetamido)-2-methylpyridin-3-yl)-2-(5-(hydroxymethyl)thiophen-2-yl)pyrazolo[5,1-b]thiazole-7-carboxamide